CCCCCCCCCCNCCN[C@]1(C[C@@H](O[C@H]([C@H]1O)C)O[C@@H]2[C@H]([C@@H]([C@H](O[C@H]2OC3=C4C=C5C=C3OC6=C(C=C(C=C6)[C@H]([C@H](C(=O)N[C@H](C(=O)N[C@H]5C(=O)N[C@@H]7C8=CC(=C(C=C8)O)C9=C(C(=C(C=C9[C@H](NC(=O)[C@H]([C@@H](C1=CC(=C(O4)C=C1)Cl)O)NC7=O)C(=O)O)O)CNCP(=O)(O)O)O)CC(=O)N)NC(=O)[C@@H](CC(C)C)NC)O)Cl)CO)O)O)C.Cl The molecule is a hydrochloride obtained by combining telavancin and hydrochloric acid. The composition of the compound is telavancin.nHCl where n = 1-3. Used for treatment of adults with complicated skin and skin structure infections caused by bacteria. It has a role as an antibacterial drug and an antimicrobial agent. It contains a telavancin.